tert-Butyl chloro(6-((chlorosulfonyl)methyl)spiro[3.3]heptan-2-yl)carbamate ClN(C(OC(C)(C)C)=O)C1CC2(C1)CC(C2)CS(=O)(=O)Cl